N-(tert-octyl)acetoacetamide CC(=O)CC(=O)NC(C)(C)CC(C)(C)C